4-(Trifluoromethyl)-6,7-dihydro-5H-cyclopenta[b]pyridin-2-yl trifluoromethanesulfonate FC(S(=O)(=O)OC1=CC(=C2C(=N1)CCC2)C(F)(F)F)(F)F